N-phenyl-1H-1,2,3-benzotriazole C1(=CC=CC=C1)N1N=NC2=C1C=CC=C2